FC1=C(C=CC(=C1)C(NC)=O)C1=CN=C2SC3=C(N21)C=CC(=C3)C(=O)N 3-(2-fluoro-4-(methylcarbamoyl)phenyl)benzo[d]imidazo[2,1-b]thiazole-7-carboxamide